O=C1NC2=C(SC3=C1C=CC=C3)C=CC(=C2)C=O 11-oxo-10,11-dihydrodibenzo[b,f][1,4]thiazepine-8-carbaldehyde